C(C=C)OC(=O)NC1=NN(C=C1C1=C(C=C(OC[C@H](C(=O)OC(C)(C)C)O)C=C1)F)CCCNC(=O)OC(C)(C)C tert-butyl (R)-3-(4-(3-(((allyloxy) carbonyl) amino)-1-(3-((tert-butoxycarbonyl) amino) propyl)-1H-pyrazol-4-yl)-3-fluorophenoxy)-2-hydroxypropionate